OCC1C(OCC1)(C)C hydroxymethyl-2,2-dimethyltetrahydrofuran